(E)-2-((3,5-bis(trifluoromethyl) benzylidene) amino)-3-bromo-2-cyclohexyl-hexanoate FC(C=1C=C(\C=N\C(C(=O)[O-])(C(CCC)Br)C2CCCCC2)C=C(C1)C(F)(F)F)(F)F